[Ni].[Al].[Zn].[Cu] copper-zinc-aluminum-nickel